The molecule is a glycosyloxyflavone that is isorhamnetin substituted at position 4' by a beta-L-glucosyl residue. It has a role as a metabolite. It is a beta-L-glucoside, a glycosyloxyflavone, a monomethoxyflavone, a monosaccharide derivative and a trihydroxyflavone. It derives from a beta-L-glucose and an isorhamnetin. COC1=C(C=CC(=C1)C2=C(C(=O)C3=C(C=C(C=C3O2)O)O)O)O[C@@H]4[C@H]([C@@H]([C@H]([C@@H](O4)CO)O)O)O